1-methylpyrrolidin-3-yl 3-(3-(3,5-dimethyl-1-((2-(trimethylsilyl)ethoxy)-methyl)-1H-pyrazol-4-yl)propoxy)-4-fluorobenzoate CC1=NN(C(=C1CCCOC=1C=C(C(=O)OC2CN(CC2)C)C=CC1F)C)COCC[Si](C)(C)C